3-phenyl-6-propylideneadamantane-1-carboxylic acid C1(=CC=CC=C1)C12CC3(CC(C(C(C1)C3)=CCC)C2)C(=O)O